11-(4-{[(5Z,8Z,11Z,14Z)-1-oxoicosa-5,8,11,14-tetraenyl] oxy} butyl)-2-methyl-9-oxo-2,8-diaza-5,10-dioxapentadecan-15-yl (5Z,8Z,11Z,14Z)-icosa-5,8,11,14-tetraenoate C(CCC\C=C/C\C=C/C\C=C/C\C=C/CCCCC)(=O)OCCCCC(OC(NCCOCCN(C)C)=O)CCCCOC(CCC\C=C/C\C=C/C\C=C/C\C=C/CCCCC)=O